COC(N)OC formamide dimethyl acetal